2-(((2R,3S,4R,5R)-5-(2-chloro-6-(isopropylamino)-9H-purin-9-yl)-3-ethynyl-3,4-dihydroxytetrahydrofuran-2-yl)methoxy)-2-((5-methylisoxazol-3-yl)methyl)propanedioic acid ClC1=NC(=C2N=CN(C2=N1)[C@H]1[C@@H]([C@@]([C@H](O1)COC(C(=O)O)(C(=O)O)CC1=NOC(=C1)C)(O)C#C)O)NC(C)C